C(C1=CC=CC=C1)N1N=CC(=C1)C=1C(=C(C=CC1)C1=CC=2N(C=C1)N=C(N2)N)F 7-(3-(1-benzyl-1H-pyrazol-4-yl)-2-fluorophenyl)-[1,2,4]triazolo[1,5-a]pyridin-2-amine